2,6-difluoro-3-(10-(4,4,5,5-tetramethyl-1,3,2-dioxaborolan-2-yl)anthracen-9-yl)pyridine methyl-2,2-dimethyl-3-oxopropanoate COC(C(C=O)(C)C)=O.FC1=NC(=CC=C1C=1C2=CC=CC=C2C(=C2C=CC=CC12)B1OC(C(O1)(C)C)(C)C)F